CN1N=NC(=C1)C=1C=CC(=C(C1)O)C1=CN=C(N=N1)N1C[C@@H](NCC1)C(C)C 5-(1-methyl-1H-1,2,3-triazol-4-yl)-2-{3-[(3S)-3-(propan-2-yl)piperazin-1-yl]-1,2,4-triazin-6-yl}phenol